2',5'-dimethoxy-[1,1'-biphenyl]-4-amine COC1=C(C=C(C=C1)OC)C1=CC=C(C=C1)N